ClC1=CC=C(C=C1)C1=NC(=NC(=N1)C1=C(C=CC=C1)C1=CC(=CC(=C1)C1=CC=CC2=CC=CC=C12)C1=NC(=NC(=N1)C1=CC=CC=C1)C1=CC=CC=C1)C1=CC=CC=C1 (4-chlorophenyl)-4-(3'-(4,6-diphenyl-1,3,5-triazin-2-yl)-5'-(naphthalen-1-yl)-[1,1'-biphenyl]-2-yl)-6-phenyl-1,3,5-triazine